(S,E)-1-(3-Chloro-4-(2-(2-methyl-[1,1'-biphenyl]-3-yl)vinyl)benzyl)piperidine-2-Formic acid ClC=1C=C(CN2[C@@H](CCCC2)C(=O)O)C=CC1\C=C\C=1C(=C(C=CC1)C1=CC=CC=C1)C